OC(C(C)C)C1=C(N=C(S1)NC(OC(C)(C)C)=O)C(F)(F)F tert-butyl (5-(1-hydroxy-2-methylpropyl)-4-(trifluoromethyl)thiazol-2-yl)carbamate